CC(CCC)S 1-methylbutanethiol